(2r,3r,4r,5s)-6-(methylamino)hexane-1,2,3,4,5-pentol CNC[C@@H]([C@H]([C@@H]([C@@H](CO)O)O)O)O